N-{4-[(3-{3-cyano-4-[(propan-2-yl)oxy]phenyl}-1-{[2-(trimethylsilyl)ethoxy]methyl}-1H-pyrrolo[2,3-b]pyridin-4-yl)oxy]-3,5-difluorophenyl}-N'-[(3-hydroxyoxetan-3-yl)methyl]urea C(#N)C=1C=C(C=CC1OC(C)C)C1=CN(C2=NC=CC(=C21)OC2=C(C=C(C=C2F)NC(=O)NCC2(COC2)O)F)COCC[Si](C)(C)C